ClC1=NC(=NC(=N1)Cl)N1CCN(CC1)CCCCS(=O)(=O)O 4-(4,6-dichloro-1,3,5-triazine-2-yl)-piperazine-1-butanesulfonic acid